CN(CCN1CCN(CC1)C1=NC2=CC=C(C=C2C(=N1)N1CCC(CC1)C(=O)O)C=1C(=NOC1C)C)C (2-(4-(2-(dimethylamino)ethyl)piperazin-1-yl)-6-(3,5-dimethylisoxazol-4-Yl)quinazolin-4-yl)piperidine-4-carboxylic acid